6,6'-{(2,9-dimethyl-1,10-phenanthroline-4,7-diyl)bis[(4,1-phenylene)oxy]}bis(N,N-dimethylhexan-1-amine) CC1=NC2=C3N=C(C=C(C3=CC=C2C(=C1)C1=CC=C(C=C1)OCCCCCCN(C)C)C1=CC=C(C=C1)OCCCCCCN(C)C)C